(5-(1-ethoxyvinyl)-3-isopropylpyrazolo[1,5-a]pyrimidin-7-yl)(3-nitrobenzyl)carbamic acid tert-butyl ester C(C)(C)(C)OC(N(CC1=CC(=CC=C1)[N+](=O)[O-])C1=CC(=NC=2N1N=CC2C(C)C)C(=C)OCC)=O